[C@]12(CNC[C@H]2C1)C1=CC=C(C=C1)C1=C(N=C(C(=N1)C=1C=C2CCNC(C2=C(C1)F)=O)N)F 6-(6-(4-((1R,5S)-3-azabicyclo[3.1.0]hexane-1-yl)phenyl)-3-amino-5-fluoropyrazin-2-yl)-8-fluoro-3,4-dihydroisoquinolin-1(2H)-one